[N+](=O)([O-])CCC(=O)C=1C=C2CCN(C2=CC1)S(=O)(=O)C1=CC=CC=C1 3-nitro-1-(1-(benzenesulfonyl)indolin-5-yl)propan-1-one